N=1N(N=CC1)CCCN1CC(=CCC1)N1C=CC2=CC=CC=C12 (1-(3-(2H-1,2,3-triazol-2-yl)propyl)-1,2,5,6-tetrahydropyridin-3-yl)-1H-indole